(S)-7-(4-(1-(methylsulfonyl)-piperidin-4-yl)phenyl)-N-(morpholin-2-ylmethyl)pyrido[3,4-b]pyrazin-5-amine mono-malate C(C(O)CC(=O)O)(=O)O.CS(=O)(=O)N1CCC(CC1)C1=CC=C(C=C1)C1=CC=2C(=NC=CN2)C(=N1)NC[C@@H]1CNCCO1